CN1[C@@H](CCC1)COC1=NC=2CC3(CCC2C=N1)CCOC1=CC=CC=C13 (((S)-1-methylpyrrolidin-2-yl)methoxy)-5',8'-dihydro-6'H-spiro[chromane-4,7'-quinazoline]